CNC=1C2=C(N=CN1)N(C=C2)[C@H]2[C@@H]([C@@H]([C@H](C2)CNCCCNCC2=CC=C(C=C2)OC2=CC=CC=C2)O)O (1R,2S,3R,5R)-3-(4-(methylamino)-7H-pyrrolo[2,3-d]pyrimidin-7-yl)-5-(((3-((4-phenoxybenzyl)amino)propyl)amino)methyl)cyclopentane-1,2-diol